N-(4-bromo-2-methylphenyl)-N,2-dimethylbenzamide BrC1=CC(=C(C=C1)N(C(C1=C(C=CC=C1)C)=O)C)C